ClC1=NC(=NC(=N1)SCCCCCCCCCCCCCCCC)SCCCO 3-((4-chloro-6-(hexadecylthio)-1,3,5-triazin-2-yl)thio)propan-1-ol